ClC=1C=C(C=C(C1)S(=O)(=O)C)NC(=O)C1=CN(C(=C1)C1=NC=C(C=C1F)N1CCN(CC1)C(=O)C1CC1)C N-(3-chloro-5-(methylsulfonyl)phenyl)-5-(5-(4-(cyclopropanecarbonyl)piperazin-1-yl)-3-fluoropyridin-2-yl)-1-methyl-1H-pyrrole-3-carboxamide